Cl.N[C@@H]1CC[C@H](CC1)CCC1(C=C(C(N(C1)CC1=CC=CC=C1)=O)C(=O)NC)C(=O)O 5-(2-((trans)-4-aminocyclohexyl)ethyl)-1-benzyl-N3-methyl-2-oxo-1,2-dihydropyridine-3,5-dicarboxylic acid amide hydrochloride